5-(1-(3-(dimethylamino)phenyl)ethyl)-6-fluoro-3-((3-fluorobenzyl)amino)-4H-benzo[e][1,2,4]thiadiazine 1,1-dioxide CN(C=1C=C(C=CC1)C(C)C1=C(C=CC2=C1NC(=NS2(=O)=O)NCC2=CC(=CC=C2)F)F)C